(1-(tert-butoxycarbonyl)-3-methyl-1H-indol-2-yl)boronic acid C(C)(C)(C)OC(=O)N1C(=C(C2=CC=CC=C12)C)B(O)O